mono(hexadecyl) phosphate P(=O)(OCCCCCCCCCCCCCCCC)([O-])[O-]